N-(2-(1-((2-(2,6-dioxopiperidin-3-yl)-4-fluoro-1-oxoisoindolin-5-yl)methyl)piperidin-4-yl)-6-(2-hydroxypropan-2-yl)-2H-indazol-5-yl)-6-(trifluoromethyl)picolinamide O=C1NC(CCC1N1C(C2=CC=C(C(=C2C1)F)CN1CCC(CC1)N1N=C2C=C(C(=CC2=C1)NC(C1=NC(=CC=C1)C(F)(F)F)=O)C(C)(C)O)=O)=O